(3S)-3-((2S)-2-(((2-(3-chlorophenyl)-2,2-difluoro-1-phenylethoxy)carbonyl)amino)-4-methylhexanamido)-1-(cyclopropylamino)-1-oxo-4-((S)-2-oxopyrrolidin-3-yl)butan-2-yl acetate C(C)(=O)OC(C(=O)NC1CC1)[C@H](C[C@H]1C(NCC1)=O)NC([C@H](CC(CC)C)NC(=O)OC(C(F)(F)C1=CC(=CC=C1)Cl)C1=CC=CC=C1)=O